CC=1N=NC=C(C1[C@@H](C)OC=1C=C2C(=NNC2=CC1)C=1C=CC(=NC1)N1CC2(C1)CCCN(C2)C(=O)OC(C)C)C isopropyl 2-[5-[5-[(1R)-1-(3,5-dimethylpyridazin-4-yl)ethoxy]-1H-indazol-3-yl]-2-pyridyl]-2,8-diazaspiro[3.5]nonane-8-carboxylate